8-bromo-2,6-dichloro-9-ethyl-9H-purine BrC=1N(C2=NC(=NC(=C2N1)Cl)Cl)CC